mercaptotoluene SCC1=CC=CC=C1